methyl 3-(5-(4-(3,3-dimethylbutanoyl)-3-hydroxy-2-methylphenoxy)pent-1-yn-1-yl)-4-methoxybenzoate CC(CC(=O)C1=C(C(=C(OCCCC#CC=2C=C(C(=O)OC)C=CC2OC)C=C1)C)O)(C)C